N-(2-methoxy-5-(3-nitro-4-(1-oxo-1,2,3,4-tetrahydroisoquinolin-6-yl)-1H-pyrazol-1-yl)phenyl)acrylamide COC1=C(C=C(C=C1)N1N=C(C(=C1)C=1C=C2CCNC(C2=CC1)=O)[N+](=O)[O-])NC(C=C)=O